N-(3-iodopyridin-4-yl)-1-(methylamino)-2,7-naphthyridine-4-carboxamide IC=1C=NC=CC1NC(=O)C1=CN=C(C2=CN=CC=C12)NC